4-(1-(3-Chlorobenzyl)-1H-pyrazol-4-yl)-2-(5-phenyl-1H-imidazol-2-yl)pyridine trifluoroacetate salt FC(C(=O)O)(F)F.ClC=1C=C(CN2N=CC(=C2)C2=CC(=NC=C2)C=2NC(=CN2)C2=CC=CC=C2)C=CC1